NC1=NC=CC=C1C1=NC=2C(=NC=C(C2)Cl)N1C1=CC=C(CNC(OC(C)(C)C)=O)C=C1 tert-butyl (4-(2-(2-aminopyridin-3-yl)-6-chloro-3H-imidazo[4,5-b]pyridin-3-yl)benzyl)carbamate